OC=1C(=NC=CC1OC)C(=O)N[C@@H](C)C1=NC(=NO1)C(C)C1=CC=CC=C1 3-hydroxy-4-methoxy-N-((1S)-1-(3-(1-phenylethyl)-1,2,4-oxadiazol-5-yl)ethyl)picolinamide